CN1C(CC(CC1(C)C)C(C(=O)O)(CCCCCCCC(=O)O)C1CC(N(C(C1)(C)C)C)(C)C)(C)C.FC(C1=CC(=NC=N1)OC[C@@H]1CC[C@@]2(CCCN12)CO)(F)F ((3S,7aS)-3-(((6-(trifluoromethyl)pyrimidin-4-yl)oxy)methyl)tetrahydro-1H-pyrrolizin-7a(5H)-yl)methanol bis(1,2,2,6,6-pentamethyl-4-piperidyl)sebacate